NC=1C=C(C(=C(C1)C(C)NC1=NN=C(C2=CC(=C(C=C12)NC)C(=O)N1CCOCC1)C)F)C(F)F (1-((1-(5-amino-3-(difluoromethyl)-2-fluorophenyl)ethyl)amino)-4-methyl-7-(methylamino)phthalazin-6-yl)(morpholino)methanone